(4-(((1-fluoro-4-hydroxycyclohexyl)methyl)amino)-3-nitrophenylsulfonyl)-2',3',4',5'-tetrahydro-[1,1'-biphenyl]-4-carboxamide FC1(CCC(CC1)O)CNC1=C(C=C(C=C1)S(=O)(=O)C1=C(C=CC(=C1)C(=O)N)C=1CCCCC1)[N+](=O)[O-]